NC(C)P(O)=O P-(1-aminoethyl)-phosphinic acid